(2,2-dimethyl-5-((naphthalen-2-ylmethoxy)methyl)-1,3-dioxan-5-yl)methyl-2-(dioctylamino)-1,1-difluoro-2-oxoethane CC1(OCC(CO1)(COCC1=CC2=CC=CC=C2C=C1)CC(C(=O)N(CCCCCCCC)CCCCCCCC)(F)F)C